CC(CC(=O)N1CCC(CC1)C=1C(=CC(=C(C1)NC(=O)C1=CNC(C=C1C(F)(F)F)=O)N1C[C@H](N([C@H](C1)C)C)C)F)(C)C |r| N-[5-[1-(3,3-dimethylbutanoyl)piperidin-4-yl]-4-fluoro-2-[rac-(3R,5S)-3,4,5-trimethylpiperazin-1-yl]phenyl]-6-oxo-4-(trifluoromethyl)-1H-pyridine-3-carboxamide